N-Ethyl-1-(2-(methylsulfanyl)pyrimidin-4-yl)methanimine C(C)N=CC1=NC(=NC=C1)SC